Methyl (S)-3-(2-((5-(dimethylphosphoryl)-1-(4-methoxybenzyl)-6-oxo-1,6-dihydropyridazin-4-yl)amino)propoxy)propionate CP(=O)(C)C1=C(C=NN(C1=O)CC1=CC=C(C=C1)OC)N[C@H](COCCC(=O)OC)C